dibutyltin distearate C(CCCCCCCCCCCCCCCCC)(=O)[O-].C(CCCCCCCCCCCCCCCCC)(=O)[O-].C(CCC)[Sn+2]CCCC